ClC1=NNC2=C(C(=CC=C12)\C=C(\C(=O)NC=1C(=NC(=CC1C)OC)C)/F)F (Z)-3-(3-chloro-7-fluoro-1H-indazol-6-yl)-2-fluoro-N-(6-methoxy-2,4-dimethylpyridin-3-yl)acrylamide